2-chlorobenzenesulfonamide ClC1=C(C=CC=C1)S(=O)(=O)N